2-(((S)-1-(2-methoxypyridin-4-yl)ethyl)amino)-5,5-dimethylhexanoic acid hydrochloride Cl.COC1=NC=CC(=C1)[C@H](C)NC(C(=O)O)CCC(C)(C)C